O1C(CCCC1)OC1=CC=C(C=C1)C1=CC(=CC=C1)CCCCC=O 5-(4'-((tetrahydro-2H-pyran-2-yl)oxy)-[1,1'-biphenyl]-3-yl)valeraldehyde